(R)-2-bromo-4-(3-(3-methyl-2-oxoimidazol-1-yl)piperidin-1-yl)thieno[3,2-c]pyridine-7-carbonitrile BrC1=CC=2C(=NC=C(C2S1)C#N)N1C[C@@H](CCC1)N1C(N(C=C1)C)=O